6-(1-(2-azaspiro[3.3]heptan-6-yl)piperidin-4-yl)-2-(3,4-dimethoxyphenyl)-4-methyl-1H-benzo[d]imidazole trihydrochloride Cl.Cl.Cl.C1NCC12CC(C2)N2CCC(CC2)C=2C=C(C1=C(NC(=N1)C1=CC(=C(C=C1)OC)OC)C2)C